BrC1=CC=NC2=C(C=C(C=C12)CC)OC 4-bromo-6-ethyl-8-methoxyquinoline